(dimethylamino)dimethyl-(4-vinylphenyl)silane CN(C)[Si](C1=CC=C(C=C1)C=C)(C)C